4-amino-7-fluoro-N,1-dimethyl-N-((3R)-6-(methylsulfonyl)-2,3-dihydro-1-benzofuran-3-yl)-1H-pyrazolo[4,3-c]quinoline-8-carboxamide NC1=NC=2C=C(C(=CC2C2=C1C=NN2C)C(=O)N([C@H]2COC1=C2C=CC(=C1)S(=O)(=O)C)C)F